6-(4-((3,3-Difluoropyrrolidin-1-yl)methyl)phenyl)-3-(1-methyl-1H-indazol-6-yl)-1,4-dihydrothieno[2',3':4,5]cyclopenta[1,2-c]pyrazole FC1(CN(CC1)CC1=CC=C(C=C1)C1=CC2=C(CC3=C2NN=C3C3=CC=C2C=NN(C2=C3)C)S1)F